ClC1=CN=C(C(=N1)C(=O)OC)C=C methyl 6-chloro-3-vinylpyrazine-2-carboxylate